1-(5-((4-(4-amino-2,3-dihydro-1H-inden-5-yl)pyridin-2-yl)oxy)-pentyl)-1H-pyrazole-3-sulfonamide NC1=C2CCCC2=CC=C1C1=CC(=NC=C1)OCCCCCN1N=C(C=C1)S(=O)(=O)N